2-(2-cyclopropyl-5-{5-[(R)-hydroxy-(4-isopropyl-phenyl)-(3-methyl-azetidin-3-yl)-methyl]-pyridin-3-yl}-2H-[1,2,4]triazol-3-yl)-propan-2-ol C1(CC1)N1N=C(N=C1C(C)(C)O)C=1C=NC=C(C1)[C@](C1(CNC1)C)(C1=CC=C(C=C1)C(C)C)O